CC1=CC=C(C=C1)S(=O)(=O)OCC1CCC(CC1)CO[Si](C)(C)C(C)(C)C ((1r,4r)-4-(((tert-butyldimethylsilyl)oxy)methyl)-cyclohexyl)methyl 4-methylbenzenesulfonate